(1r,2s)-2-{3-[(2,3-dihydro-1-benzofuran-7-yl)amino]-1H-indazol-6-yl}-5'-methoxyspiro[cyclopropane-1,3'-indol]-2'(1'H)-one O1CCC2=C1C(=CC=C2)NC2=NNC1=CC(=CC=C21)[C@@H]2C[C@@]21C(NC2=CC=C(C=C12)OC)=O